CN(CCC1=CC=C(C=C1)NC1=CC=CC=2C(C3=CC=CC=C3C(C12)=O)=O)C 1-({4-[2-(Dimethylamino)ethyl]phenyl}amino)anthracene-9,10-dione